ClC1=C(C=CC=C1Cl)NC(=S)C=1C(NCCC1NCC1=C(C=NC=C1)OCC1(COC1)CC)=O N-(2,3-dichlorophenyl)-4-[({3-[(3-ethyloxetan-3-yl)methoxy]pyridin-4-yl}methyl)amino]-2-oxo-1,2,5,6-tetrahydropyridine-3-carbothioamide